N-[(S)-(2,3,4,5,6-pentafluorophenoxy)phenoxyphosphoryl]-L-alanine isopropyl ester C(C)(C)OC([C@@H](N[P@](=O)(OC1=CC=CC=C1)OC1=C(C(=C(C(=C1F)F)F)F)F)C)=O